C12CNCC(CC1)N2C=2SC1=C(N2)CN(C1)C(CC1CCCC1)=O 1-(2-(3,8-diazabicyclo[3.2.1]octan-8-yl)-4,6-dihydro-5H-pyrrolo[3,4-d]thiazol-5-yl)-2-cyclopentylethan-1-one